C(C)N1[C@@H]2[C@H](CC[C@H]1CC2)N2CCC1=C2N=NC(=C1)C1=C(C=C(C=C1C)C(F)(F)F)O |o1:3,4,7| 2-{7-[(1S*,2S*,5R*)-8-ethyl-8-azabicyclo[3.2.1]octan-2-yl]-6,7-dihydro-5H-pyrrolo[2,3-c]pyridazin-3-yl}-3-methyl-5-(trifluoromethyl)phenol